(R)-1-(1-(4-methoxybenzyl)-5-(trifluoromethyl)-1H-pyrazol-3-yl)ethan-1-amine hydrochloride Cl.COC1=CC=C(CN2N=C(C=C2C(F)(F)F)[C@@H](C)N)C=C1